(E)-5-[5-(3-(2-(3-fluorophenyl)phenyl)-3-oxopropenyl)-2-methoxyphenoxy]-N-hydroxypentanamide FC=1C=C(C=CC1)C1=C(C=CC=C1)C(/C=C/C=1C=CC(=C(OCCCCC(=O)NO)C1)OC)=O